tert-butyl N-[(3S,5R)-1-[2-chloro-5-[1-(difluoromethyl)pyrazol-4-yl]-4-pyridyl]-5-fluoro-3-piperidyl]carbamate ClC1=NC=C(C(=C1)N1C[C@H](C[C@H](C1)F)NC(OC(C)(C)C)=O)C=1C=NN(C1)C(F)F